C(C1=CC=CC=C1)N1CC(CC1)(C1=CC=C(C=C1)Cl)NS(=O)(=O)C1=CC=C(C=C1)OC1=CC=C(C=C1)C(F)(F)F N-(1-benzyl-3-(4-chlorophenyl)pyrrolidin-3-yl)-4-(4-(trifluoromethyl)phenoxy)benzene-sulfonamide